indium-Tin-Zinc Oxide [O-2].[Zn+2].[Sn+4].[In+3]